4',5,7-trimethoxyflavonol COC1=CC=C(C=2OC3=CC(=CC(=C3C(C2O)=O)OC)OC)C=C1